4-hydroxy-3-methoxy-5-(methylsulfonyl)benzoic acid OC1=C(C=C(C(=O)O)C=C1S(=O)(=O)C)OC